(2,2,2-trifluoro-1-tetrahydropyran-4-yl-ethyl)hydrazine hydrochloride Cl.FC(C(C1CCOCC1)NN)(F)F